C(C1=CC=CC=C1)SC1=CC(=C(CN2CCNC=3C=NC=4N=C(C=CC4C32)OC)C(=C1)F)F 1-(4-(benzylthio)-2,6-difluorobenzyl)-8-methoxy-2,3-dihydropyrazino[2,3-c][1,8]naphthyridine